N-(3-aminopropyl)-5-{[3,4,6-tri-O-acetyl-2-(acetylamino)-2-deoxy-β-D-galactopyranosyl]oxy}pentanamide acetate salt C(C)(=O)O.NCCCNC(CCCCO[C@H]1[C@@H]([C@@H](OC(C)=O)[C@@H](OC(C)=O)[C@H](O1)COC(C)=O)NC(C)=O)=O